Ethyltriphenylphosphonium hydroxid [OH-].C(C)[P+](C1=CC=CC=C1)(C1=CC=CC=C1)C1=CC=CC=C1